4-(4-bromo-1H-pyrazol-1-yl)-2-methylbutan-2-ol BrC=1C=NN(C1)CCC(C)(O)C